1-acetyl-4-(2-(cyclopropanesulphonylamino)pyrimidin-4-yl)-N-(5-(6-ethoxypyrazin-2-yl)pyridin-2-yl)piperidine-4-carboxamide C(C)(=O)N1CCC(CC1)(C(=O)NC1=NC=C(C=C1)C1=NC(=CN=C1)OCC)C1=NC(=NC=C1)NS(=O)(=O)C1CC1